CN(S(=O)(=O)CC)C1=CC(=CC=C1)C1=NN(C(C2=CC=CC=C12)=O)C1=CC=C(C=C1)C(F)(F)F N-Methyl-N-(3-(4-oxo-3-(4-(trifluoromethyl)phenyl)-3,4-dihydrophthalazin-1-yl)phenyl)ethanesulfonamide